CC1=C2C(=NN1)C(C(C2)C(=O)OCC)=O ethyl 3-methyl-6-oxo-2H,4H,5H,6H-cyclopenta[c]pyrazole-5-carboxylate